4-(pyridin-4-yl)pyridine N1=CC=C(C=C1)C1=CC=NC=C1